CC1=C(C(=O)N[C@H](C)C2=CC=CC3=CC=CC=C23)C=C(C=C1)N(S(=O)(=O)C1CC1)C1=CC=NC=C1 (R)-2-methyl-N-(1-(naphthalen-1-yl)ethyl)-5-(N-(pyridin-4-yl)cyclopropanesulfonamido)benzamide